ClC=1SC(=CN1)CN1C=CC=C2C1=NC(N(C2=O)C(C)C)=O 8-((2-chlorothiazol-5-yl)methyl)-3-isopropylpyrido[2,3-d]pyrimidine-2,4(3H,8H)-dione